C(C)(C)(C)OC(\C=C\C=1C=NC=CC1)=O.C(C1=CC=CC=C1)OC=1C(=C(NC2CCC(CC2)(F)F)C=CC1)C#CC1CCOCC1 3-(benzyloxy)-N-(4,4-difluorocyclohexyl)-2-((tetrahydro-2H-pyran-4-yl)ethynyl)aniline tert-butyl-(E)-3-(pyridin-3-yl)acrylate